N-(4-(4-Aminopyrazolo[1,5-a]pyrazin-3-yl)-2-((4-fluorophenyl)methoxy)phenyl)ethane-1-sulfonamide NC=1C=2N(C=CN1)N=CC2C2=CC(=C(C=C2)NS(=O)(=O)CC)OCC2=CC=C(C=C2)F